N-(5-aminopentyl)-2-((2-(2,6-dioxopiperidin-3-yl)-1,3-dioxoisoindolin-4-yl)oxy)acetamide NCCCCCNC(COC1=C2C(N(C(C2=CC=C1)=O)C1C(NC(CC1)=O)=O)=O)=O